NC1=C(C(=NC=2N1N=C(C2Cl)C)NCCC2=NN(C=C2)C2(CC2)CN)C#N 7-amino-5-((2-(1-(1-(aminomethyl)cyclopropyl)-1H-pyrazol-3-yl)ethyl)amino)-3-chloro-2-methylpyrazolo[1,5-a]pyrimidine-6-carbonitrile